(3R,5S)-5-((6-(2-hydroxy-1-methyl-4-(trifluoromethyl)phenyl)pyridazin-3-yl)amino)-1-methylpiperidin-3-ol OC1C(C=CC(=C1)C(F)(F)F)(C)C1=CC=C(N=N1)N[C@H]1C[C@H](CN(C1)C)O